BrC=1C2=C(C=NC1)C(N(C2)C)=O 7-bromo-2-methyl-1H-pyrrolo[3,4-c]pyridin-3-one